2-(6-bromohexoxy)tetrahydropyran BrCCCCCCOC1OCCCC1